ClC=1C(=C(C=C(C1)N)N)C 5-chloro-4-methylbenzene-1,3-diamine